N-(4-(1-butoxyvinyl)-7-chloro-2,3-dihydro-1H-inden-5-yl)acetamide C(CCC)OC(=C)C1=C2CCCC2=C(C=C1NC(C)=O)Cl